CC(C)(C)OC(=O)N1CC(=CC1)C1=CC=C(N=N1)C(=O)OC methyl 6-(1-{[(2-methylprop-2-yl)oxy]carbonyl}-2,5-dihydro-1H-pyrrol-3-yl)-1,2-diazine-3-carboxylate